NC1=NC=2C=C(C(=CC2C2=C1COC2)C(=O)N([C@H]2COC1=C2C=CC(=C1)S(=O)(=O)C(C)C)C)F 4-amino-7-fluoro-N-methyl-N-((3R)-6-(2-propanylsulfonyl)-2,3-dihydro-1-benzofuran-3-yl)-1,3-dihydrofuro[3,4-c]quinoline-8-carboxamide